3-(5-(4-(azetidin-1-ylmethyl)-1-ethyl-1H-pyrrolo[2,3-b]pyridin-6-yl)-1-oxoisoindolin-2-yl)piperidine-2,6-dione N1(CCC1)CC1=C2C(=NC(=C1)C=1C=C3CN(C(C3=CC1)=O)C1C(NC(CC1)=O)=O)N(C=C2)CC